3-bromo-2-chloro-5-fluoro-N-(1-iminoethyl)-6-methyl-isonicotinamide BrC1=C(C(=O)NC(C)=N)C(=C(N=C1Cl)C)F